(R)-5-(((4-(3-chloro-4-(2-chloro-3-((3-fluoro-4-(((1-(2-methoxyacetyl)piperidin-4-yl)amino)methyl)pyridin-2-yl)amino)phenyl)pyridin-2-yl)-2-methoxybenzyl)amino)methyl)pyrrolidin-2-one ClC=1C(=NC=CC1C1=C(C(=CC=C1)NC1=NC=CC(=C1F)CNC1CCN(CC1)C(COC)=O)Cl)C1=CC(=C(CNC[C@H]2CCC(N2)=O)C=C1)OC